4-methoxy-N,N-dimethyl-benzo[B]selenophen-3-acetamide COC1=CC=CC=2[Se]C=C(C21)CC(=O)N(C)C